(R)-2-(4-((1-methylpiperidin-3-yl)amino)phthalazin-1-yl)-5-(oxazol-2-yl)phenol CN1C[C@@H](CCC1)NC1=NN=C(C2=CC=CC=C12)C1=C(C=C(C=C1)C=1OC=CN1)O